C(C=C)P(CCC1=CC=NC=C1)(C1=CC=CC=C1)=O allyl-(phenyl)(2-(pyridin-4-yl)ethyl)phosphorus oxide